tert-butyl 4-(4-hydroxy-7-methoxypyrido[3,2-d]pyrimidin-6-yl)piperazine-1-carboxylate OC=1C2=C(N=CN1)C=C(C(=N2)N2CCN(CC2)C(=O)OC(C)(C)C)OC